C12(CC3CC(CC(C1)C3)C2)CC(=O)NCCCCCCCCCCCCC2CCNCC2 4-(12-(2-((3R,5R,7R)-adamantan-1-yl)acetamido)dodecyl)piperidine